FC1=NC(=C2N=CN(C2=N1)C1OCCCCC1)NC1=CC=C(C=C1C)O 2-fluoro-6-(4-hydroxy-6-methylanilino)-9-(oxepan-2-yl)-9H-purine